N(=NC(C#N)(C)C)C(C#N)(C)C 2,2'-azodiisobutyronitrile